3-(dodecyldimethylammonio)-propane-1-sulfonate C(CCCCCCCCCCC)[N+](CCCS(=O)(=O)[O-])(C)C